(S)-tert-butyl 5-amino-4-(5-hydroxy-1-oxoisoindolin-2-yl)-5-oxopentanoate NC([C@H](CCC(=O)OC(C)(C)C)N1C(C2=CC=C(C=C2C1)O)=O)=O